N1(CCOCC1)C1=NC2=C(N=CC=C2C(=C1)OC(C)C)C=1NC=CC1 2-(morpholin-4-yl)-4-(propan-2-yloxy)-8-(1H-pyrrol-2-yl)-1,7-naphthyridine